NC1=C2C(=NC=N1)N(N=C2C2=CC=C(C=C2)OC2=CC=CC=C2)[C@H]2CN(CCC2)C(=O)C(C#N)=CC2CC2 (R)-2-(3-(4-amino-3-(4-phenoxyphenyl)-1H-pyrazolo[3,4-d]pyrimidin-1-yl)piperidine-1-carbonyl)-3-cyclopropylacrylonitrile